8-[1-(2,2-Difluoro-ethyl)-6-fluoro-1H-indazol-4-yl]-9-(difluoro-methyl)-7-fluoro-1,4,4-trimethyl-5H-[1,2,4]triazolo[4,3-a]quinoxaline FC(CN1N=CC2=C(C=C(C=C12)F)C1=C(C=C2NC(C=3N(C2=C1C(F)F)C(=NN3)C)(C)C)F)F